Pentadecanoylglycylglycine C(CCCCCCCCCCCCCC)(=O)NCC(=O)NCC(=O)O